[C@@H]1([C@@H](O)[C@H](O)[C@H](O1)CO)N1C(=O)N=C(N)C=C1 1-(β-D-arabinofuranosyl)cytosine